OC1=C(C=NC=2CNCCC12)C#N 4-hydroxy-5,6,7,8-tetrahydro-1,7-naphthyridine-3-carbonitrile